F[B-](F)(F)F.C(C)N(CC)[S+](F)F diethylamino-difluorosulfonium tetrafluoroborate